(2S,4R)-4-fluoro-N-[(S)-[3-fluoro-4-(propan-2-yl)phenyl](phenyl)methyl]-1-[2-(4-methyl-2,5-dioxopiperazin-1-yl)acetyl]pyrrolidine-2-carboxamide F[C@@H]1C[C@H](N(C1)C(CN1C(CN(C(C1)=O)C)=O)=O)C(=O)N[C@@H](C1=CC=CC=C1)C1=CC(=C(C=C1)C(C)C)F